CN(CCNC(=O)C=1N=C(OC1C1=CC=CC=C1)C1=CC=C(C=C1)OC(F)(F)F)C (2-(dimethylamino)ethyl)-5-phenyl-2-(4-(trifluoromethoxy)phenyl)oxazole-4-carboxamide